CC1=C(C(=CC=C1)C)NC(CCCSCC1=NC(=NO1)C1=CC(=C(C=C1)C)F)=O N-(2,6-dimethylphenyl)-4-({[3-(3-fluoro-4-methylphenyl)-1,2,4-oxadiazol-5-yl]methyl}sulfanyl)butanamide